C[C@H]1CN(CCN1C1=NC=C(C=N1)C(F)(F)F)C(=O)[C@H]1CNCC1 ((S)-3-methyl-4-(5-(trifluoromethyl)pyrimidin-2-yl)piperazine-1-yl)((R)-pyrrolidin-3-yl)methanone